Cyclohexylsulfonyl-acetylperoxid C1(CCCCC1)S(=O)(=O)CC(=O)OOC(CS(=O)(=O)C1CCCCC1)=O